tert-butyl (2-methyl-5-(1-methyl-1H-pyrazol-5-yl)-5-oxopentyl)carbamate CC(CNC(OC(C)(C)C)=O)CCC(=O)C1=CC=NN1C